(R)-2-((3R,5R)-3,5-dimethylpiperazin-1-yl)-N-(3-(2-((2-fluoro-3-(methylsulfonyl)phenyl)amino)-5-methylpyrimidin-4-yl)-1H-indol-7-yl)-3-methoxypropanamide C[C@@H]1CN(C[C@H](N1)C)[C@@H](C(=O)NC=1C=CC=C2C(=CNC12)C1=NC(=NC=C1C)NC1=C(C(=CC=C1)S(=O)(=O)C)F)COC